ClCC(CO)C 1-chloro-3-hydroxy-2-methylpropan